FC(C1=CC=2N(C=C1C1CCN(CC1)S(=O)(=O)C=1C=NN3C1C=CC=C3)N=CN2)F 7-(difluoromethyl)-6-(1-(pyrazolo[1,5-a]pyridin-3-ylsulfonyl)piperidin-4-yl)-[1,2,4]triazolo[1,5-a]pyridine